C1=CC(=C(C=C1O)O)C(=O)NCCO 2,4-dihydroxy-N-(2-hydroxyethyl)benzamide